5-(1-piperidyl-methyl)-5,6-dihydro-1,4,2-dioxazineID N1(CCCCC1)CC1O[C-]=NOC1